O=C1N(CC(C1)CCC)C(C(=O)N)CC 2-(2-oxo-4-propyl-1-pyrrolidinyl)butanamide